(R)-4-((1-(3-acetamido-5-(trifluoromethyl)phenyl)ethyl)amino)-2,8,8-trimethyl-8,9-dihydrofuro[2,3-h]quinazolin-6-yl trifluoromethanesulfonate FC(S(=O)(=O)OC=1C=C2C(=NC(=NC2=C2C1OC(C2)(C)C)C)N[C@H](C)C2=CC(=CC(=C2)C(F)(F)F)NC(C)=O)(F)F